1,6-diaminohexane dihydrochloride Cl.Cl.NCCCCCCN